ClC=1C=C(C(=C(C1)C1=NC=NN2C1=CC(=C2)CN2C(C1C(C1C2=O)(C)C)=O)CC2CN[C@H](CO2)C)C 3-((4-(5-chloro-3-methyl-2-(((5S)-5-methylmorpholin-2-yl)methyl)phenyl)pyrrolo[2,1-f][1,2,4]triazin-6-yl)methyl)-6,6-dimethyl-3-azabicyclo[3.1.0]hexane-2,4-dione